4-(methylsulfonyl)-7-nitro-1-(benzenesulfonyl)-1H-indole CS(=O)(=O)C1=C2C=CN(C2=C(C=C1)[N+](=O)[O-])S(=O)(=O)C1=CC=CC=C1